D-alpha-ethylalanine C(C)[C@](N)(C)C(=O)O